1-oxo-4-hydroxy-2,6,7-trioxa-1-phosphabicyclo[2.2.2]octane O=P12OCC(CO1)(CO2)O